3-(aminomethyl)-5-bromopyridin-2-amine NCC=1C(=NC=C(C1)Br)N